Cl.NC1CC2(CC(C2)O)C1 6-Aminospiro[3.3]heptane-2-ol hydrochloride